4-chlorobenzyl (4-((5-methyl-1,3,4-oxadiazol-2-yl)methyl)phenyl)carbamate CC1=NN=C(O1)CC1=CC=C(C=C1)NC(OCC1=CC=C(C=C1)Cl)=O